(12aR)-10-Chloro-9-(2-hydroxy-6-methylphenyl)-2-(prop-2-enoyl)-1,2,3,4,12,12a-hexahydro-6H-pyrazino[2,1-c][1,4]benzoxazepin ClC1=C(C=CC=2CN3[C@@H](COC21)CN(CC3)C(C=C)=O)C3=C(C=CC=C3C)O